BrC=1C=C(C=NC1)C(O)(C1(CNC1)C)C1=CC=C(C=C1)C(C)C (5-bromo-pyridin-3-yl)-(4-isopropyl-phenyl)-(3-methyl-azetidin-3-yl)-methanol